C(C)(C)(C)OC(=O)N1[C@@H]2CC[C@H]([C@H]1C(=O)N1CC(C1)(F)C=1C=C(C=3N(C1)C=NC3)C3=C(C=C(C=C3)F)C(N(C(C)C)CC)=O)C2 (1R,3S,4S)-3-[3-(8-{2-[ethyl(isopropyl)carbamoyl]-4-fluorophenyl}imidazo[1,5-a]pyridin-6-yl)-3-fluoroazetidine-1-carbonyl]-2-azabicyclo[2.2.1]heptane-2-carboxylic acid tert-butyl ester